N1(N=CC=C1)CC=1C=CC(=NC1OC(F)(F)F)C(=O)O 5-((1H-pyrazol-1-yl)methyl)-6-(trifluoromethoxy)picolinic acid